O=C1C(=CN=C(N1CC(=O)OCCCC)N1CCCCC1)N[C@H](C)C=1OC=C(N1)C1=CC=CC=C1 butyl (R)-2-(6-oxo-5-((1-(4-phenyloxazol-2-yl)ethyl)amino)-2-(piperidin-1-yl)pyrimidin-1(6H)-yl)acetate